C(C=C)(=O)OC=CCCCCCCCCCC dodecenyl acrylate